3-ethynyl-2-[(4-methoxyphenyl)methyl]isoquinolin-1-one C(#C)C=1N(C(C2=CC=CC=C2C1)=O)CC1=CC=C(C=C1)OC